N1=C(C=CC=C1)C1(NC=CC=C1)N 2'-bipyridineamine